CNC=1C(=NC(=NC1)SC)NC(C)C 5-(methylamino)-N-isopropyl-2-(methylthio)pyrimidin-4-amine